1-bromo-3-(2-iodoethyl)benzene BrC1=CC(=CC=C1)CCI